2-thia-heptadecyl-boric acid C(SCCCCCCCCCCCCCCC)OB(O)O